4-Aminopyridine-2-sulfonic acid NC1=CC(=NC=C1)S(=O)(=O)O